1,15-bis(Cyclohexylthio)-8-hydroxypentadecane-2,14-diyl bis(decanoate) C(CCCCCCCCC)(=O)OC(CSC1CCCCC1)CCCCCC(CCCCCC(CSC1CCCCC1)OC(CCCCCCCCC)=O)O